C(=O)C=1C(=C(C(=O)OCC)C(=CC1O)C)O ethyl 3-formyl-2,4-dihydroxy-6-methylbenzoate